[Cl-].C[N+](CCCCCCCCCCCCCCCCCC)(C)CC1=CC=CC=C1 N,N-dimethyl-N-octadecyl-benzyl-ammonium chloride